racemic-6-chloro-3-fluoro-8-((1S,2S)-2-(4-(trifluoromethoxy)phenyl)cyclopropyl)imidazo[1,2-b]pyridazine ClC=1C=C(C=2N(N1)C(=CN2)F)[C@@H]2[C@H](C2)C2=CC=C(C=C2)OC(F)(F)F |r|